1-tert-butyl-9,10-bis(isopropylcarbonyloxy)anthracene C(C)(C)(C)C1=CC=CC2=C(C3=CC=CC=C3C(=C12)OC(=O)C(C)C)OC(=O)C(C)C